CC1=CC2=C(N=C(N=C2NCCCC2=CC=CC=C2)O)S1 6-methyl-4-((3-phenylpropyl)amino)thieno[2,3-d]pyrimidin-2-ol